7-(3-(4-(3-fluorophenyl)piperazin-1-yl)propyl)-1,6-naphthyridin-5(6H)-one FC=1C=C(C=CC1)N1CCN(CC1)CCCC=1NC(C=2C=CC=NC2C1)=O